ClC=1C=C(COCCC2=CC(NC=3N2C(=NN3)SCC3=C(C=CC(=C3)F)F)=O)C=CC1 5-{2-[(3-chlorobenzyl)oxy]ethyl}-3-[(2,5-difluorobenzyl)sulfanyl][1,2,4]triazolo[4,3-a]pyrimidin-7(8H)-one